methyl 1-(2,4-difluorophenyl)-3-(4-fluorophenyl)-5-methyl-4-(thiophen-2-yl)-4,5-dihydro-1H-pyrazole-5-carboxylate FC1=C(C=CC(=C1)F)N1N=C(C(C1(C(=O)OC)C)C=1SC=CC1)C1=CC=C(C=C1)F